N-((1-(4-chloropyridin-2-yl)-1H-1,2,3-triazol-4-yl)methyl)-2-(4-(methylsulfonyl)phenyl)thiazole-5-carboxamide ClC1=CC(=NC=C1)N1N=NC(=C1)CNC(=O)C1=CN=C(S1)C1=CC=C(C=C1)S(=O)(=O)C